CC(C(=O)O)(C=O)C 2,2-dimethyl-3-oxopropionic acid